N[C@H]1CS(C2=C(N(C1=O)CC1=CC=C(C=C1)Cl)C=C(C=C2)C=2OC(=NN2)C(C)(C)OC)(=O)=O (3R)-3-amino-5-[(4-chlorophenyl)methyl]-7-[5-(1-methoxy-1-methyl-ethyl)-1,3,4-oxadiazol-2-yl]-1,1-dioxo-2,3-dihydro-1lambda6,5-benzothiazepin-4-one